FC1=NC(=C2N=CN(C2=N1)C1OCCCC1)NCC1=CC(=CC(=C1)Cl)Cl 2-fluoro-6-[(3,5-dichlorobenzyl)amino]-9-(tetrahydro-2H-pyran-2-yl)-9H-purine